5-(3-(benzo[d]oxazol-5-yl)-2-fluoro-6-hydroxyphenyl)-1,2,5-thiadiazolidin-3-one 1,1-dioxide O1C=NC2=C1C=CC(=C2)C=2C(=C(C(=CC2)O)N2CC(NS2(=O)=O)=O)F